N-(6-(4-(ethylsulfonyl)piperazin-1-yl)pyridine-3-Yl)pyrimidin-2-amine C(C)S(=O)(=O)N1CCN(CC1)C1=CC=C(C=N1)NC1=NC=CC=N1